N-(4,4-difluoro-1-hydroxy-2-methylbutan-2-yl)-5-[(2-fluorophenyl)methoxy]-2-methyl-2H-indazole-3-carboxamide FC(CC(CO)(C)NC(=O)C=1N(N=C2C=CC(=CC12)OCC1=C(C=CC=C1)F)C)F